spiro[azetidine-3,7'-furo[3,4-b]pyridine] N1=C2C(=CC=C1)COC21CNC1